C(C)C1=CC=C(C=C1)C(NC(=O)C=1C(NC(=CC1)C(F)(F)F)=O)C1=CC=CC=C1 N-((4-ethylphenyl)(phenyl)methyl)-2-oxo-6-(trifluoromethyl)-1,2-dihydropyridine-3-carboxamide